[K+].P(=O)([O-])([O-])[O-].[K+].[K+] phosphate potassium